tert-butyl 2-{4-[4-(2,6-dioxopiperidin-3-yl)phenyl]piperazin-1-yl}acetate O=C1NC(CCC1C1=CC=C(C=C1)N1CCN(CC1)CC(=O)OC(C)(C)C)=O